5-((4-(4-methylthiazol-5-yl)benzyl)carbamoyl)pyrrolidin-3-yl L-prolinate N1[C@@H](CCC1)C(=O)OC1CNC(C1)C(NCC1=CC=C(C=C1)C1=C(N=CS1)C)=O